3-(5-bromo-1-ethyl-2-{5-iodo-2-[(1S)-1-methoxyethyl]pyridin-3-yl}indol-3-yl)-2,2-dimethylpropyl acetate C(C)(=O)OCC(CC1=C(N(C2=CC=C(C=C12)Br)CC)C=1C(=NC=C(C1)I)[C@H](C)OC)(C)C